potassium lanthanum borate B([O-])([O-])[O-].[La+3].[K+]